BrC1=CC(=C(C=C1)O)\C=C(/CC)\[N+](=O)[O-] (E)-4-bromo-2-(2-nitro-1-buten-1-yl)phenol